C(=O)(O)NC=O carboxyl-formamide